(4R,5S,7R,8R,9S,10R)-7-(hydroxymethyl)-4-(phenylamino)-9-(4-(3,4,5-trifluorophenyl)-1H-1,2,3-triazol-1-yl)-1,6-dioxaspiro[4.5]decane-8,10-diol OC[C@H]1O[C@@]2([C@@H](CCO2)NC2=CC=CC=C2)[C@@H]([C@H]([C@H]1O)N1N=NC(=C1)C1=CC(=C(C(=C1)F)F)F)O